CC=1C(=C2C=NNC2=CC1)C1=C2C(=NC(=C1C#N)N1CC3(CN(C3)C(C=C)=O)CC1)CC1(COC1)O2 7-(5-methyl-1H-indazol-4-yl)-5-(2-(2-propenoyl)-2,6-diazaspiro[3.4]octan-6-yl)-3H-spiro[furo[3,2-b]pyridin-2,3'-oxetane]-6-carbonitrile